C=CC(=O)OCCCCCCCCCOC(=O)C=C nonanediol Diacrylate